3-(3,6-dihydro-2H-pyran-4-yl)-N-(1-(fluoromethyl)cyclopropyl)-8-(2-oxa-7-azaspiro[3.5]nonan-7-yl)imidazo[1,2-a]pyridine-6-sulfonamide O1CCC(=CC1)C1=CN=C2N1C=C(C=C2N2CCC1(COC1)CC2)S(=O)(=O)NC2(CC2)CF